2-decalin-4a-ylethanone C1CCCC2(CCCCC12)CC=O